(R)-1-(2-chloropyridin-3-yl)ethyl (4-(5-(1-cyano-2-methylcyclopropane-1-carboxamido)pyridin-2-yl)-1-methyl-1H-1,2,3-triazol-5-yl)carbamate C(#N)C1(C(C1)C)C(=O)NC=1C=CC(=NC1)C=1N=NN(C1NC(O[C@H](C)C=1C(=NC=CC1)Cl)=O)C